5-(2-(5-Cyclopropyl-3-(2,6-dichlorophenyl)isoxazol-4-yl)-7-azaspiro[3.5]non-1-en-7-yl)pyrazin C1(CC1)C1=C(C(=NO1)C1=C(C=CC=C1Cl)Cl)C1=CC2(C1)CCN(CC2)C=2N=CC=NC2